5-(5-fluoroisoindolin-2-yl)-3-isopropyl-N-(3-methoxyphenyl)-7-(1H-pyrazol-4-yl)pyrazolo[1,5-a]pyrimidine-2-carboxamide FC=1C=C2CN(CC2=CC1)C1=NC=2N(C(=C1)C=1C=NNC1)N=C(C2C(C)C)C(=O)NC2=CC(=CC=C2)OC